4-ACETYLBENZOIC ACID HYDRATE O.C(C)(=O)C1=CC=C(C(=O)O)C=C1